[Cu].[Cu].[W] tungsten copper-copper